ClC=1C=C(OC2=C3C(C(C3=C(C=C2)C(F)(F)F)=O)(F)F)C=C(C1)F 2-(3-chloro-5-fluorophenoxy)-8,8-difluoro-5-trifluoromethylbicyclo[4.2.0]oct-1,3,5-trien-7-one